(2-chloro-5-fluorophenyl)-1-(2-nitrobenzenesulfonyl)-5-oxo-N-[3-(trifluoromethyl)cyclohexyl]piperazine-2-carboxamide ClC1=C(C=C(C=C1)F)C1(N(CC(NC1)=O)S(=O)(=O)C1=C(C=CC=C1)[N+](=O)[O-])C(=O)NC1CC(CCC1)C(F)(F)F